ClC1=C(C=CC(=C1)Cl)CNC(=O)C1CN(C(C1)=O)C1=C(C=C(C=C1)F)F N-[(2,4-dichlorophenyl)methyl]-1-(2,4-difluorophenyl)-5-oxopyrrolidine-3-carboxamid